Cl.C1(CC1)S(=O)(=O)NC=1C=C(C=CC1O)NC(=O)C1=CC(=C(C=C1)C1=CC=C(C=C1)F)OCCCN1CCC(CC1)(F)F N-(3-(cyclopropanesulfonamido)-4-hydroxyphenyl)-2-(3-(4,4-difluoropiperidin-1-yl)propoxy)-4'-fluoro-[1,1'-biphenyl]-4-carboxamide hydrochloride